COC1=CC=C(C=C1)[C@@H]1[C@@H](CN(CC1)C(=O)O)C(=O)O |r| (+/-)-cis-4-(4-methoxyphenyl)piperidine-1,3-dicarboxylic acid